OCC1CC2C3CC(C(C2C1)C3)CO C4,8-bis(hydroxymethyl)tricyclo[5.2.1.02,6]decane